ClC=1C(=CC(=C(C1)NC(OC1=CC=CC=C1)=O)C)C phenyl (5-chloro-2,4-dimethylphenyl)carbamate